5-(((3R,5R)-5-(4-(chloromethyl)phenyl)-1-methylpiperidin-3-yl)amino)-2,4-dimethylpyridazin-3(2H)-one ClCC1=CC=C(C=C1)[C@H]1C[C@H](CN(C1)C)NC1=C(C(N(N=C1)C)=O)C